COC1=CC=C(C=N1)NC1=NC=CC2=CC(=CC=C12)C 1-((6-methoxypyridin-3-yl)amino)-6-methylisoquinoline